CC1CN(C2=CC(=CC=C12)S(=O)(=O)N)C(=O)C=1CC2=CC=C(C=C2C1)C1=NC=CC=C1 3-methyl-1-[5-(2-pyridinyl)indene-2-carbonyl]indoline-6-sulfonamide